C(C(=C)C)(=O)O.C(C(=C)C)(=O)O.C(C(=C)C)(=O)O.C=CC.C=CC.C=CC tripropylene trimethacrylate